C[C@H]1CC[C@@H](N(C1)C(=O)OC(C)(C)C)C(C#C)=O |r| tert-Butyl rac-(2R,5S)-5-methyl-2-prop-2-ynoyl-piperidine-1-carboxylate